ClC1=C(C=CC=C1[N+](=O)[O-])C=1N(C=CN1)C(F)F 2-(2-chloro-3-nitrophenyl)-1-(difluoromethyl)-1H-imidazole